CC=1C=NC=C(C1C=1C=C(C=O)C=CC1OC)C 3-(3,5-dimethyl-4-pyridyl)-4-methoxy-benzaldehyde